((3S,4R)-1-(3-amino-4-(cyclopropylamino)-5-fluorobenzoyl)-4-methoxypiperidin-3-yl)carbamic acid tert-butyl ester C(C)(C)(C)OC(N[C@H]1CN(CC[C@H]1OC)C(C1=CC(=C(C(=C1)F)NC1CC1)N)=O)=O